NN1C(NC=C([C@H]2[C@H](O)[C@H](O)[C@@H](CO)O2)C1=O)=O 3-amino-pseudouridine